C1=C(N=C2N1C1=CC=CC=C1C=C2)C=2NC(NN2)=S 5-(imidazo[1,2-a]quinolin-2-yl)-2,4-dihydro-3H-1,2,4-triazole-3-thione